4-(2-((4-((4-bromophenyl)amino)quinazolin-6-yl)amino)-2-oxoethyl)-N-hydroxybenzoamide BrC1=CC=C(C=C1)NC1=NC=NC2=CC=C(C=C12)NC(CC1=CC=C(C(=O)NO)C=C1)=O